Diphenyl chlorophosphate P(=O)(OC1=CC=CC=C1)(OC1=CC=CC=C1)Cl